(5S)-9-Bromo-1-methyl-N-[(R)-1-(naphthalen-1-yl)ethyl]-2-oxo-1,2,4,5-tetrahydro-5,7a-ethenoindole-7-carboxamide BrC1=CC23C(=C[C@@H]1CC3=CC(N2C)=O)C(=O)N[C@H](C)C2=CC=CC3=CC=CC=C23